C(=O)[C@H]1N(CCOC1)C(=O)OC(C)(C)C tert-butyl (S)-3-formylmorpholine-4-carboxylate